(2R,3S)-2-((E)-3-(6-(3-fluorophenyl)-1H-benzo[d]imidazol-1-yl)prop-1-enyl)piperidin-3-ol FC=1C=C(C=CC1)C=1C=CC2=C(N(C=N2)C/C=C/[C@H]2NCCC[C@@H]2O)C1